ClC1=C(C=CC=2C3=C(NC12)CCN(C3C)C(=O)C3=NC=C(C=N3)NC)Cl (6,7-dichloro-1-methyl-1,3,4,5-tetrahydro-2H-pyrido[4,3-b]indol-2-yl)(5-(methylamino)pyrimidin-2-yl)methanone